C(CCC)C(C(O)=O)(CCCCCCCC)CCCC 2,2-dibutyl-capric acid